2-[[2-[(5-bromo-4-fluoro-2-iodo-phenyl)methoxymethyl]-4-chloro-phenyl]methoxy]-6-chloro-pyridine BrC=1C(=CC(=C(C1)COCC1=C(C=CC(=C1)Cl)COC1=NC(=CC=C1)Cl)I)F